ClC1=C(C(=CC=C1F)Cl)[C@@H](C)OC=1C(=NC=C(C1)C=1C=NN(C1)C1CCNCC1)N 3-((R)-1-(2,6-dichloro-3-fluorophenyl)ethoxy)-5-(1-(piperidin-4-yl)-1H-pyrazol-4-yl)pyridin-2-amine